dibenzothiophenyl-(diphenyltriazinyl)terbenzene C1(=CC=CC=2SC3=C(C21)C=CC=C3)C=3C(=C(C=CC3)C=3C(=CC=CC3)C3=CC=CC=C3)C3=NN=NC(=C3C3=CC=CC=C3)C3=CC=CC=C3